hydroxyl-(1,5-cyclooctadiene) OC1=CCCC=CCC1